C1(=CC=CC=C1)[C@@H]1[C@H](C1)NC(=O)[C@@H]1CN(C[C@H]1C(N[C@@H]1[C@H](C1)C1=CC=CC=C1)=O)C(=O)C1=CC=C(C(=O)N2C[C@H]([C@@H](C2)C(NCCCCCCCCCCCCCC)=O)N(C(OCC2C3=CC=CC=C3C=3C=CC=CC23)=O)C)C=C1 (9H-fluoren-9-yl)methyl ((3S,4R)-1-(4-((3S,4S)-3,4-bis(((1S,2R)-2-phenylcyclopropyl)carbamoyl)pyrrolidine-1-carbonyl)benzoyl)-4-(tetradecylcarbamoyl) pyrrolidin-3-yl)(methyl)carbamate